(2-aminoethyl)(triethoxy)silane rac-(2R,3S,4S,5R)-4-[[3-[6-(difluoromethyl)-2-methoxy-3-pyridyl]-4,5-dimethyl-5-(trifluoromethyl)tetrahydrofuran-2-carbonyl]amino]pyridine-2-carboxylate FC(C1=CC=C(C(=N1)OC)[C@H]1[C@@H](O[C@]([C@H]1C)(C(F)(F)F)C)C(=O)NC1=CC(=NC=C1)C(=O)O)F.NCC[Si](OCC)(OCC)OCC |r|